(2-phenylhydrazino)-5,6,7,8-tetrahydroquinoline C1(=CC=CC=C1)NNC1=NC=2CCCCC2C=C1